O1CCN(CC1)CCN1/C(/SCC1=O)=N/C1=CC=CC=C1 (Z)-3-(2-morpholinoethyl)-2-(phenylimino)thiazolidin-4-one